Methyl-(2S)-2-[4-bromo-2-(4-ethoxy-4,5-dihydroisoxazol-3-yl)phenoxy]propanoat COC([C@H](C)OC1=C(C=C(C=C1)Br)C1=NOCC1OCC)=O